2-(Benzyloxy)-1-bromo-4-fluorobenzene C(C1=CC=CC=C1)OC1=C(C=CC(=C1)F)Br